FC(COC(N(C1=NC=C(C=C1)C=1C=NC(=NC1)OC)[C@@H]1CC[C@H](CC1)NC1=NC=C(C(=N1)C1=NN(C=C1Cl)C)C(F)(F)F)=O)F 2,2-difluoroethyl(trans-4-((4-(4-chloro-1-methyl-1H-pyrazol-3-yl)-5-(trifluoromethyl)pyrimidin-2-yl)amino)cyclohexyl)(5-(2-methoxypyrimidin-5-yl)pyridin-2-yl)carbamate